tert-butyl (2S)-2-(cyanomethyl)-4-[2-[[(2R,4R)-4-fluoro-1-methyl-pyrrolidin-2-yl]methoxy]-5,6,7,8-tetrahydropyrido[3,4-d]pyrimidin-4-yl]piperazine-1-carboxylate C(#N)C[C@@H]1N(CCN(C1)C=1C2=C(N=C(N1)OC[C@@H]1N(C[C@@H](C1)F)C)CNCC2)C(=O)OC(C)(C)C